ClC1=C2NC3=C4C(C=5C=CC=CC5C(C4=CC(=C3NC2=C2C(C3=CC=CC=C3C(C2=C1)=O)=O)Cl)=O)=O 7,16-dichloro-6,15-dihydroanthrazine-5,9,14,18-tetrone